C(C)(C)N1N=CC=C1C1=NC=CC=C1CN (2-(1-isopropyl-1H-pyrazol-5-yl)pyridin-3-yl)methylamine